methyl (S)-3-(8-(1-methyl-2,4-dioxo-1,4-dihydropyrido[3,2-d]pyrimidin-3(2H)-yl)quinolin-5-yl)-2-(tritylamino)propanoate CN1C(N(C(C2=C1C=CC=N2)=O)C=2C=CC(=C1C=CC=NC21)C[C@@H](C(=O)OC)NC(C2=CC=CC=C2)(C2=CC=CC=C2)C2=CC=CC=C2)=O